N,N-dicyanoethyl-octadecyl-amine C(#N)N(C#N)C(CCCCCCCCCCCCCCCCC)CC